BrC1=C(C=C2C(CCOC2=C1)=O)OC 7-Bromo-6-methoxychroman-4-one